C1(=CC=CC=C1)C#CC 3-phenylpropan-2-yn